N-(4-(3-amino-1H-indazol-4-yl)phenyl)-N'-(2-fluoro-5-methylphenyl)urea NC1=NNC2=CC=CC(=C12)C1=CC=C(C=C1)NC(=O)NC1=C(C=CC(=C1)C)F